7-(4-amino-2,6-dimethyl-phenoxy)-1,3,4,5-tetrahydro-1-benzazepin-2-one NC1=CC(=C(OC=2C=CC3=C(CCCC(N3)=O)C2)C(=C1)C)C